2-nonenic acid methyl ester COC(C=CCCCCCC)=O